3'-fluoro-3'-deoxycytidine-2'-phosphate P(=O)(O)(O)O[C@H]1[C@@H](O[C@@H]([C@H]1F)CO)N1C(=O)N=C(N)C=C1